S(N)(OC1COCCC1)(=O)=O oxan-3-yl sulfamate